BrC=1C=C2C(=CNC2=CC1)CCO 2-(5-bromo-1H-indol-3-yl)ethanol